OC=1C=C(C(=O)OC(C)C)C=C(C1)O isopropyl 3,5-dihydroxybenzoate